((dimethylamino) methyl)-2-fluorobenzoate CN(C)COC(C1=C(C=CC=C1)F)=O